CC=1C=CC=2N(C1)C(=C(N2)C2=CC=C(C=C2)C)CC=O 2-(6-methyl-2-(p-tolyl)imidazo[1,2-a]pyridin-3-yl)acetaldehyde